2,2,2-Trifluoroethyl 2-oxo-2-[(2S,5R)-4-(2,2-dimethylpropanoyl)-5-methyl-2-[3-(4-methylpiperazin-1-yl)phenyl]piperazin-1-yl]acetate O=C(C(=O)OCC(F)(F)F)N1[C@H](CN([C@@H](C1)C)C(C(C)(C)C)=O)C1=CC(=CC=C1)N1CCN(CC1)C